N-allyl-N-(2-(tert-butylamino)-1-(4-chlorophenyl)-2-oxoethyl)-2-iodobenzamide C(C=C)N(C(C1=C(C=CC=C1)I)=O)C(C(=O)NC(C)(C)C)C1=CC=C(C=C1)Cl